(1R,3S,5R)-2-(2-(3-acetyl-5-(2-methylpyrimidin-5-yl)-1H-indazol-1-yl)acetyl)-N-(6-chloropyrazin-2-yl)-2-azabicyclo[3.1.0]hexane-3-carboxamide C(C)(=O)C1=NN(C2=CC=C(C=C12)C=1C=NC(=NC1)C)CC(=O)N1[C@@H]2C[C@@H]2C[C@H]1C(=O)NC1=NC(=CN=C1)Cl